O=C1[C@H]2[C@@H]3CC[C@H]([C@@H](CC[C@@H](CC)C(C)C)C)[C@]3(CC[C@@H]2[C@]2(CCCC[C@@H]2C1=O)C)C 7-oxo-5alpha-stigmastan-6-one